1-(tert-butyl)pyrrolidine-2,4-dione C(C)(C)(C)N1C(CC(C1)=O)=O